C[C@H]1CN2C(C=3N1C=NC3)=CC(=N2)C23CCC(CC2)(C3)COC3OCCCC3 (5S)-5-methyl-9-(4-(((tetrahydro-2H-pyran-2-yl)oxy)methyl)bicyclo[2.2.1]heptan-1-yl)-5,6-dihydroimidazo[1,5-a]pyrazolo[5,1-c]pyrazine